ClC=1C(=NC(=NC1)N1C[C@](CCC1)(C)F)NC1=CC=2C3=C(C(N(C2C=C1)C)=O)OCC([C@@H](N3)C3CC3)(F)F (S)-10-((5-Chloro-2-((R)-3-fluoro-3-methylpiperidin-1-yl)pyrimidin-4-yl)amino)-2-cyclopropyl-3,3-difluoro-7-methyl-1,2,3,4-tetrahydro-[1,4]oxazepino[2,3-c]chinolin-6(7H)-on